1-((allyloxy)carbonyl)-4-((tert-butoxycarbonyl)(ethyl)amino)pyrrolidine-2-carboxylic acid C(C=C)OC(=O)N1C(CC(C1)N(CC)C(=O)OC(C)(C)C)C(=O)O